3-(3,5-Di-Tert-Butyl-4-Hydroxy-Phenyl)-2-(2,2-Dimethyl-Propionyl)-Acrylonitrile C(C)(C)(C)C=1C=C(C=C(C1O)C(C)(C)C)C=C(C#N)C(C(C)(C)C)=O